1-(2-(6-chlorobenzo[d][1,3]dioxan-5-yl)ethyl)-4-(3-methoxybenzyl)piperazine iron-aluminum oxygen [O].[Al].[Fe].ClC1=C(C2=C(OCOC2)C=C1)CCN1CCN(CC1)CC1=CC(=CC=C1)OC